N(=[N+]=[N-])C\C=C/1\[C@@H]2CC[C@@H]([C@]2(CCC1)C)[C@@H](CCC(C(C)(C)O[Si](CC)(CC)CC)(F)F)C ({(R)-6-[(1R,3aS,7aR,E)-4-(2-Azidoethylidene)-7a-methyloctahydro-1H-inden-1-yl]-3,3-difluoro-2-methylheptan-2-yl}oxy)triethylsilane